FC(C1=CN=C(C(=N1)C(=O)O)C)F 6-(difluoromethyl)-3-methylpyrazine-2-carboxylic acid